2-(3-(Difluoromethyl)-4-fluorophenyl-1,2,3,4,5,6-13C6)-4,4,5,5-tetramethyl-1,3,2-dioxaborolane FC([13C]=1[13CH]=[13C]([13CH]=[13CH][13C]1F)B1OC(C(O1)(C)C)(C)C)F